C(C)C1N(C(OC1)=O)C1=CC(=C2C(=N1)C(=NN2C(C)C)C)NCC=2C=NN(C2)C 4-ethyl-3-[1-isopropyl-3-methyl-7-[(1-methylpyrazol-4-yl)methylamino]pyrazolo[4,3-b]pyridin-5-yl]oxazolidin-2-one